CC1=CC=CC=2CC3=CC=CC=C3C(C12)=O methylanthrone